CC1C(=O)OCC1 α-Methyl-γ-Butyrolacton